CN1C=CC(C=C1)=O 1-methylpyridin-4(1H)-on